C1(C=CC(N1C(CC)O)=O)=O Maleimidopropanol